CN(C(OC(C)(C)C)=O)CC1=C(C=CC=C1)CN(C(=O)N1CCCCC1)CC(NC=1C=C2CC3(C(NC4=NC=CC=C43)=O)CC2=CC1)=O tert-Butyl methyl(2-((N-(2-oxo-2-((2'-oxo-1,1',2',3-tetrahydrospiro[indene-2,3'-pyrrolo[2,3-b]pyridin]-5-yl)amino)ethyl)piperidine-1-carboxamido)methyl)benzyl)carbamate